COC(/C(=N/OC)/C1=C(C(=CC=C1)Cl)CBr)=O methyl-(2E)-2-[2-(bromo-methyl)-3-chloro-phenyl]-2-methoxyimino-acetate